OC=1C=C2CCN(CC2=CC1)C(=O)C1=CC=C(C=C1)C1=CC=C(C=C1)C(C)C (6-hydroxy-3,4-dihydroisoquinolin-2(1H)-yl)(4'-isopropyl-[1,1'-biphenyl]-4-yl)methanone